ethyl 4-(5-chloro-2-methyl-3H-imidazo[4,5-b]pyridin-3-yl)benzoate ClC1=CC=C2C(=N1)N(C(=N2)C)C2=CC=C(C(=O)OCC)C=C2